(Z)-7,7-difluoro-N'-hydroxy-2-(methylthio)-6,7-dihydro-5H-cyclopenta[d]pyrimidine FC1(CCC=2C1=NC(N(C2)O)SC)F